CC1=CC2=C(C(=NC3=C(O2)C=C(C=C3)C)N3CCN(CC3)CC3(CC3)C(=O)O)C=C1 1-((4-(3,7-dimethyldibenzo[b,f][1,4]oxazepin-11-yl)piperazin-1-yl)methyl)cyclopropane-1-carboxylic acid